2-N-(2-cyanopropan-2-yl)-4-(2,3-dihydro-2-oxo-1H-imidazo[4,5-b]pyridin-7-yl)-1H-pyrazole-1-carboxamide C(#N)C(C)(C)N1N(C=C(C1)C1=C2C(=NC=C1)NC(N2)=O)C(=O)N